CC1=CC=C2C(=N1)[C@H](CC1=C(O2)C=CC=C1)CNC(OC(C)(C)C)=O |o1:7| tert-butyl (R*)-((2-methyl-10,11-dihydrobenzo[6,7]oxepino[3,2-b]pyridin-11-yl)methyl)carbamate